2-methyl-tetrahydrofuran-3-one [2-(7-methoxyimidazo[1,5-a]pyridin-3-yl)-1-methyl-ethyl]methanesulfonate COC1=CC=2N(C=C1)C(=NC2)CC(C)CS(=O)(=O)O.CC2OCCC2=O